COCCOC=1C=C2C=NC=NC2=CC1OCCOC 6,7-di(2-methoxyethoxy)quinazoline